Triethylamine Phthalate C(C=1C(C(=O)O)=CC=CC1)(=O)O.C(C)N(CC)CC